acrylic acid-perfluoroethyl ester FC(C(F)(F)F)(F)OC(C=C)=O